diethyl orthosilicate (silicate) [Si](O)(O)(O)O.[Si](OCC)(OCC)(O)O